C(C)(C)C1=CC=C(C=C1)CC(=O)NC(C)C1=CC=2C(C=N1)=NN(C2)C 2-(4-isopropylphenyl)-N-(1-(2-methyl-2H-pyrazolo[3,4-c]pyridin-5-yl)ethyl)acetamide